3-methyl-styrene CC=1C=C(C=C)C=CC1